FC=1C=C(NCC=2C=C(C=C3C(C=C(OC23)N2CCOCC2)=O)C#N)C=C(C1)F 8-[(3,5-difluoroanilino)methyl]-2-morpholino-4-oxo-chromene-6-carbonitrile